1-(4-(3-isopropyl-2-(2-methylpyridin-4-yl)-1H-indol-5-yl)piperidin-1-yl)-3-methylbutan-1-one C(C)(C)C1=C(NC2=CC=C(C=C12)C1CCN(CC1)C(CC(C)C)=O)C1=CC(=NC=C1)C